6,7-dichloro-3-[(4-fluorophenyl)methyl]-4,9-dihydro-1H-pyrrolo[3,2-h][2,1,3]benzothiadiazine 2,2-dioxide ClC=1C2=C(C3=C(CN(S(N3)(=O)=O)CC3=CC=C(C=C3)F)C1)NC=C2Cl